(4-(1-(3,4-difluorophenyl)-2-oxo-1,9-diazaspiro[5.5]undecane-9-yl)-6-(perfluoroethyl)pyrimidin-2-yl)methylacetate FC=1C=C(C=CC1F)N1C(CCCC12CCN(CC2)C2=NC(=NC(=C2)C(C(F)(F)F)(F)F)COC(C)=O)=O